C(C)OCC1(CN(CC1)C(C)C=1C=CC(=NC1)C)CCC1=NC=CC=C1 5-(1-(3-(ethoxymethyl)-3-(2-(pyridin-2-yl)ethyl)pyrrolidin-1-yl)ethyl)-2-methylpyridine